ClC1=C(C(=C(C(=O)O)C(=C1)Cl)[N+](=O)[O-])O 4,6-dichloro-3-hydroxy-2-nitrobenzoic acid